CC1=C[C@H]2OC(C=C([C@H]2CC12OCCO2)CO[Si](C(C)C)(C(C)C)C(C)C)=O (4aR,8aR)-7-methyl-4-(((triisopropylsilyl)oxy)methyl)-4a,8a-dihydro-2H,5H-spiro[chromene-6,2'-[1,3]dioxolan]-2-one